6-(2,6-difluorophenyl)-5-fluoropyridine-2-carboxylic acid FC1=C(C(=CC=C1)F)C1=C(C=CC(=N1)C(=O)O)F